NC1CCN(CC1)C1=C(C=NC2=CC=C(C=C12)C1=C(C(=CC=C1)C#N)CNC([O-])=O)C1=CC(=CC(=C1)F)F N-{2-[4-(4-Aminopiperidin-1-yl)-3-(3,5-difluorophenyl)chinolin-6-yl]-6-cyanophenyl}methylcarbamat